C(C)C(CCCCCP([O-])([O-])=O)CCCC.[Nd+3].C(C)C(CCCCCP([O-])([O-])=O)CCCC.C(C)C(CCCCCP([O-])([O-])=O)CCCC.[Nd+3] neodymium (2-ethylhexyl)(butylphosphonate)